dithiOthreitol SC[C@@H](O)[C@H](O)CS